4-(5-chloro-1H-indol-3-yl)piperidine-1-carboxylic acid tert-butyl ester C(C)(C)(C)OC(=O)N1CCC(CC1)C1=CNC2=CC=C(C=C12)Cl